2-methyl-3-phenyl-1-(m-methoxyphenyl)propan-1-one CC(C(=O)C1=CC(=CC=C1)OC)CC1=CC=CC=C1